acrylic acid 2-isocyanatoethyl ester N(=C=O)CCOC(C=C)=O